NCCCN1C=C(C2=CC(=CC=C12)C(=O)N1CCC(CC1)CN1CCN(CC1)C=1C=C2C(N(C(C2=CC1)=O)C1C(NC(CC1)=O)=O)=O)C1=CC=C(C=C1)OC(F)(F)F 5-(4-((1-(1-(3-aminopropyl)-3-(4-(trifluoromethoxy)phenyl)-1H-indole-5-carbonYl)piperidin-4-yl)methyl)piperazin-1-yl)-2-(2,6-dioxopiperidin-3-yl)isoindoline-1,3-dione